N4,N4'-Bis(naphthalen-1-yl)-N4,N4'-Bis(4-vinylphenyl)biphenyl-4,4'-diamine C1(=CC=CC2=CC=CC=C12)N(C1=CC=C(C=C1)C1=CC=C(C=C1)N(C1=CC=C(C=C1)C=C)C1=CC=CC2=CC=CC=C12)C1=CC=C(C=C1)C=C